(S)-5-(2'-Methoxy-4'-methyl-3,4,5,6-tetrahydro-2H-[1,3']bipyridinyl-4-yl)-2,4-dimethyl-7-(3-trifluoromethyl-pyridin-2-ylmethyl)-2,4,5,7-tetrahydro-pyrazolo[3,4-d]pyrimidin-6-on COC1=NC=CC(=C1N1CCC(CC1)N1C(N(C=2C([C@@H]1C)=CN(N2)C)CC2=NC=CC=C2C(F)(F)F)=O)C